N1C=C(C2=CC=CC=C12)C1=NN(C(=C1)C)C1=CC(=NC(=N1)[C@H]1OCCOC1)N1CCOCC1 (R)-4-(6-(3-(1H-indol-3-yl)-5-methyl-1H-pyrazol-1-yl)-2-(1,4-dioxan-2-yl)pyrimidin-4-yl)morpholine